C1(=CC=C(C2=CC=CC=C12)B(O)O)C1=CC=CC2=CC=CC=C12 [1,1'-binaphthyl]-4-ylboronic acid